CC(C[C@H](NC([C@H](CC1=CC=CC=C1)NC(=O)C1=NC=CN=C1)=O)B1OC(C[C@@H](O1)C(=O)OC)=O)C methyl (R)-2-((R)-3-methyl-1-((S)-3-phenyl-2-(pyrazine-2-carboxamido)propanamido) butyl)-6-oxo-1,3,2-dioxaborinane-4-carboxylate